3,4-difluoro-2-hydroxyphenylacetic acid FC=1C(=C(C=CC1F)CC(=O)O)O